C(C)[C@@H]1N(C(OC1=O)=O)C (S)-4-ethyl-3-methyloxazolidine-2,5-dione